1-Cyclopropyl-5-oxo-N-(7-(4-(trifluoromethyl)phenoxy)-2,3-dihydro-benzo[b][1,4]dioxin-5-yl)pyrrolidine-2-carboxamide C1(CC1)N1C(CCC1=O)C(=O)NC1=CC(=CC=2OCCOC21)OC2=CC=C(C=C2)C(F)(F)F